CN(CP(O)(O)=O)CP(O)(O)=O ((methylimino)-dimethylene)bisphosphonic acid